1-{1-[4-chloro-4'-(4-propylpiperazin-1-yl)[1,1'-biphenyl]-2-yl]piperidin-3-yl}-5-(trifluoromethyl)-1H-pyrazole-4-carboxylic acid ethyl ester C(C)OC(=O)C=1C=NN(C1C(F)(F)F)C1CN(CCC1)C1=C(C=CC(=C1)Cl)C1=CC=C(C=C1)N1CCN(CC1)CCC